β,ε-carotene-3,3'-diol CC1(C)CC(CC(C)=C1\C=C\C(\C)=C\C=C\C(\C)=C\C=C\C=C(/C)\C=C\C=C(/C)\C=C\C1C(C)=CC(CC1(C)C)O)O